tert-butyl ((5S,8S,10aR)-8-(((R)-chroman-4-yl)carbamoyl)-3-(2-methoxy-2-methylpropanoyl)-6-oxodecahydropyrrolo[1,2-a][1,5]diazocin-5-yl)carbamate O1CC[C@H](C2=CC=CC=C12)NC(=O)[C@@H]1CC[C@H]2N1C([C@H](CN(CC2)C(C(C)(C)OC)=O)NC(OC(C)(C)C)=O)=O